O1N=CC(=C1)NC(=O)C=1N=C(N(C(C1OC)=O)C)C(C(C1=C(C=CC=C1)C(F)(F)F)C1=CC=CC=C1)C N-(isoxazol-4-yl)-5-methoxy-1-methyl-6-oxo-2-(1-phenyl-1-(2-(trifluoromethyl)phenyl)propan-2-yl)-1,6-dihydropyrimidine-4-carboxamide